FC1=CC(=C(C=C1)N1N=C(C(=C1)OC)C(=O)O)C 1-(4-fluoro-2-methylphenyl)-4-methoxy-1H-pyrazole-3-carboxylic acid